N-(4-Oxazolo[5,4-b]pyridin-2-ylphenyl)-1,1-dioxothiolan-3-carboxamid N1=C(OC2=NC=CC=C21)C2=CC=C(C=C2)NC(=O)C2CS(CC2)(=O)=O